FC(CN1N=CC=2C1=NC(=CN2)N2CCC1(CC(N(C1)C=1C=NC(=NC1)C(F)(F)F)=O)CC2)F 8-[1-(2,2-difluoroethyl)-1H-pyrazolo[3,4-b]pyrazin-6-yl]-2-[2-(trifluoromethyl)pyrimidin-5-yl]-2,8-diazaspiro[4.5]decan-3-one